2-[(4-{6-[(2,4-Difluorobenzyl)oxy]pyridin-2-yl}piperidin-1-yl)methyl]-1-(1,3-oxazol-2-ylmethyl)-1H-benzimidazol FC1=C(COC2=CC=CC(=N2)C2CCN(CC2)CC2=NC3=C(N2CC=2OC=CN2)C=CC=C3)C=CC(=C1)F